5-allyl-4-bromo-6-methyl-1-(tetrahydro-2H-pyran-2-yl)-1H-indazole C(C=C)C=1C(=C2C=NN(C2=CC1C)C1OCCCC1)Br